O1[C@@H](CC1)CN1C=NC=2C1=NC(=CC2)C(=O)[O-] 3-(((S)-oxetan-2-yl)methyl)-3H-imidazolo[4,5-b]pyridin-5-carboxylate